[Br-].C(C1=CC=CC=C1)[N+]1(CCCCC1)CCCOC1=CC=C(C=C1)OCCCC 1-benzyl-1-(3-(4-butoxyphenoxy)propyl)piperidin-1-ium bromide